tert-butyl (2R)-4-(6-chloro-8-cyclopropoxy-7-(5-methyl-1H-indazol-4-yl)-2-((((S)-1-methylpyrrolidin-2-yl))methoxy)quinazolin-4-yl)-2-methylpiperazin-1-carboxylate ClC=1C=C2C(=NC(=NC2=C(C1C1=C2C=NNC2=CC=C1C)OC1CC1)OC[C@H]1N(CCC1)C)N1C[C@H](N(CC1)C(=O)OC(C)(C)C)C